BrC1=CC=C(C(=O)NC2=C(N=C3N2C=CC=C3)C3=CC=CC=C3)C=C1 4-bromo-N-(2-phenylimidazo[1,2-a]pyridin-3-yl)benzamide